[C-]1(C=CC=C1)CC(=O)O.[CH-]1C=CC=C1.[Fe+2] ferrocenacetic acid